CN1N=C2N(C3=CC=CC(=C3N(C2)C)NC2=CC(=NC=C2C(=O)NC([2H])([2H])[2H])NC(=O)C2COC2)C1=O 4-((2,5-dimethyl-1-oxo-1,2,4,5-tetrahydro-[1,2,4]triazolo[4,3-a]quinoxalin-6-yl)amino)-N-(methyl-d3)-6-(oxetane-3-carboxamido)nicotinamide